NC=1C(=CC2=C(N(CCO2)CC#C)C1)F 6-amino-7-fluoro-4-(2-propynyl)-2H-1,4-benzoxazine